ClC1=NN(C2=CC=C(C(=C12)CC(=O)N1[C@H](C2=CC=CC(=C2CC1)C(C(F)F)(C)O)C)Cl)C 2-(3,5-dichloro-1-methyl-indazol-4-yl)-1-[(1S)-5-[2,2-difluoro-1-hydroxy-1-methyl-ethyl]-1-methyl-3,4-dihydro-1H-isoquinolin-2-yl]ethanone